FC1=CC(=C(C=C1)C1=C(C=C(C=C1)F)[N+](=O)[O-])[N+](=O)[O-] 4,4'-difluoro-2,2'-dinitro-biphenyl